5-(pyridin-2-yl)isoxazole-3-carboxylic acid N1=C(C=CC=C1)C1=CC(=NO1)C(=O)O